5,6-dicarboxy-bicyclo[2.2.1]hept-2-ene C(=O)(O)C1C2C=CC(C1C(=O)O)C2